(S)-S-(2-(2-(8-amino-1-(4-(pyridin-2-ylcarbamoyl)phenyl)imidazo[1,5-a]pyrazin-3-yl)pyrrolidin-1-yl)-2-oxoethyl)ethanethioate NC=1C=2N(C=CN1)C(=NC2C2=CC=C(C=C2)C(NC2=NC=CC=C2)=O)[C@H]2N(CCC2)C(CS=C(C)[O-])=O